4-[(3S)-3-amino-3-methylpyrrolidin-1-yl]-5-(4-chloro-3-fluorophenyl)-6-methoxy-N-[(2S)-1,1,1-trifluoropropan-2-yl]pyridine-3-carboxamide N[C@@]1(CN(CC1)C1=C(C=NC(=C1C1=CC(=C(C=C1)Cl)F)OC)C(=O)N[C@H](C(F)(F)F)C)C